Triethylammonio 4-(2-(11-oxo-2,3,6,7-tetrahydro-1H,5H,11H-pyrano[2,3-f]pyrido[3,2,1-ij]quinolin-9-yl)-N-(3-sulfonatopropyl)benzamido)butanoate O=C1C=C(C=2C(=C3CCCN4C3=C(C2)CCC4)O1)C1=C(C(=O)N(CCCS(=O)(=O)[O-])CCCC(=O)O[N+](CC)(CC)CC)C=CC=C1